(2-aminoundecyl)trimethoxysilane NC(C[Si](OC)(OC)OC)CCCCCCCCC